O1C(=CC=C1)CNC(=O)C1=C(C2=C(O1)C1=CC=CC=C1C(C2=O)=O)C N-(furan-2-ylmethyl)-3-methyl-4,5-dioxo-4,5-dihydronaphtho[1,2-b]furan-2-carboxamide